C1(CC1)CN(C(=O)N1[C@H]2[C@H](N(C[C@@H]1CC2)C(N(C2=CC=CC=C2)C2=CC=CC=C2)=O)C(=O)O)CC2=CSC=C2 (1R,2S,5S)-8-((cyclopropylmethyl)(thiophene-3-ylmethyl)carbamoyl)-3-(diphenylcarbamoyl)-3,8-diazabicyclo[3.2.1]octane-2-carboxylic acid